N=1NN=NC1C1=C(C=CC=C1)N1CCN(CC1)CC=1SC2=C(N1)C=CC=C2 2-[[4-[2-(2H-tetrazol-5-yl)phenyl]piperazin-1-yl]-methyl]-1,3-benzo-thiazole